(3aR,6aS)-tert-Butyl 5-(6-chloropyridazin-3-yl)hexahydropyrrolo[3,4-c]pyrrole-2(1H)-carboxylate ClC1=CC=C(N=N1)N1C[C@@H]2[C@H](C1)CN(C2)C(=O)OC(C)(C)C